[N+](=O)([O-])C1=CC=C(C=C1)C1=C(OC=C1)C=O (4-nitrophenyl)furan-2-carbaldehyde